5-fluoroheptane-1-ol FC(CCCCO)CC